N-chloro-1-methyl-3-trifluoromethyl-1H-pyrazol-5-yl-2-(4-(trifluoromethyl)phenyl)acetamide ClNC(C(C1=CC=C(C=C1)C(F)(F)F)C1=CC(=NN1C)C(F)(F)F)=O